CN1N=CC=2C1=NC(=NC2N2CCOCC2)NC(=O)C=2SC(=CC2)[N+](=O)[O-] N-(1-methyl-4-morpholinyl-1H-pyrazolo[3,4-d]pyrimidin-6-yl)-5-nitrothiophene-2-carboxamide